4,4'-Bis(9H-carbazole-9-yl)biphenyl C1=CC=CC=2C3=CC=CC=C3N(C12)C1=CC=C(C=C1)C1=CC=C(C=C1)N1C2=CC=CC=C2C=2C=CC=CC12